BrCCO[Si](C)(C)C(C)(C)C (2-bromoethoxy)-t-butyldimethylsilane